1-(6-(2-hydroxy-2-(4-methyl-1-oxo-1,3-dihydroisobenzofuran-5-yl)ethyl)-5,6,7,8-tetrahydropyrido[4,3-d]pyrimidin-2-yl)-1H-indazole-4-carbonitrile OC(CN1CC2=C(N=C(N=C2)N2N=CC=3C(=CC=CC23)C#N)CC1)C=1C(=C2COC(C2=CC1)=O)C